C(C1=CC=CC=C1)OC1=C(N=C2COCCN2C1=O)C(=O)OCC ethyl 3-(benzyloxy)-4-oxo-4,6,7,9-tetrahydropyrimido[2,1-c][1,4]oxazine-2-carboxylate